2-amino-3-iodo-N-((1R)-1-(2-pyrimidinyl)ethyl)-N-((5-(trifluoromethyl)-2-pyridinyl)methyl)-6-quinolinecarboxamide NC1=NC2=CC=C(C=C2C=C1I)C(=O)N(CC1=NC=C(C=C1)C(F)(F)F)[C@H](C)C1=NC=CC=N1